C(C=C)O[P]N(C(C)C)C(C)C 2-propenyloxy-N,N-diisopropylamino-phosphorus